Sulfonyl-methanide S(=O)(=O)=[CH-]